C(OCCCN(C)C)(OC(CCCCO)CC(CCCCCCCC)CCCCCCCC)=O 3-(dimethylamino)propyl (1-hydroxy-7-octylpentadecan-5-yl) carbonate